benzene-1,3,5-tricarbaldehyde C1(=CC(=CC(=C1)C=O)C=O)C=O